S1C=NC2=C1C=CC(=C2)NC2=CC=NC=1C(=C3C(=CC21)SC(C3)(C)C)Br 8-(benzo[d]thiazol-5-ylamino)-4-bromo-2,2-dimethylthieno[2,3-g]quinolin